1,2-difluoro-3,6-dibromobenzene FC1=C(C(=CC=C1Br)Br)F